ClC=1C=C(CNC=2NC(C3=C(N2)C=NN3CCOC(CN(C(OC(C)(C)C)=O)C)COC)=O)C=CC1Cl tert-Butyl (2-(2-(5-((3,4-dichlorobenzyl)amino)-7-oxo-6,7-dihydro-1H-pyrazolo[4,3-d]pyrimidin-1-yl)ethoxy)-3-methoxypropyl)(methyl)carbamate